FC=1C=C(C=CC1OC1=CC=NC2=CC(=C(C=C12)C(NC)=O)OC)NC(=O)C1(CC1)C(=O)NC1=C(C=C(C=C1)F)OC(C)C 1-N-[3-fluoro-4-[7-methoxy-6-(methylcarbamoyl)quinolin-4-yl]oxyphenyl]-1-N'-(4-fluoro-2-propan-2-yloxyphenyl)cyclopropane-1,1-dicarboxamide